C(#N)C[C@H](CC(=O)O)O R-(-)-4-cyano-3-hydroxybutyric acid